OC1CNCCC1N1N=CC(=C1)C1=CC(=C(C(=N1)N1[C@H](CC1)C)C#N)C(F)(F)F 6-[1-(3-Hydroxy-4-piperidyl)pyrazol-4-yl]-2-[(2S)-2-methylazetidin-1-yl]-4-(trifluoromethyl)pyridine-3-carbonitrile